(2-(2,5-dimethyl-1H-pyrrol-1-yl)-8-fluoro-5-methyl-[1,2,4]triazolo[1,5-a]pyridin-6-yl)boronic acid CC=1N(C(=CC1)C)C1=NN2C(C(=CC(=C2C)B(O)O)F)=N1